C(#N)C1=CC=C(N1C)CC(=O)N[C@H]1C[C@H](CCC1)NC1=CC(=NC2=CC=CC=C12)C(F)(F)F 2-(5-cyano-1-methyl-1H-pyrrol-2-yl)-N-[(1r,3s)-3-{[2-(trifluoromethyl)quinolin-4-yl]amino}cyclohexyl]acetamide